CC1(OC[C@@H](O1)C(C(C(=O)OCC)(F)C)O)C ethyl 3-((R)-2,2-dimethyl-1,3-dioxolanyl)-3-hydroxy-2-methyl-2-fluoropropionate